C(C)C(CC1=C(C=C(S1)C1=C2C(SC(=C2)[Sn](C)(C)C)=C(C2=C1SC(=C2)[Sn](C)(C)C)C=2SC(=C(C2)F)CC(CCCC)CC)F)CCCC 1,1'-[4,8-Bis[5-(2-ethylhexyl)-4-fluoro-2-thienyl]benzo[1,2-b:4,5-b']dithiophene-2,6-diyl]bis[1,1,1-trimethyl-stannane]